N-(2-cyclohexylethyl)glycine C1(CCCCC1)CCNCC(=O)O